N-[(1S)-1-(dicyclopropylmethyl)-2-[[5-(5-ethyl-3-methyl-1H-pyrazol-4-yl)-6-fluoro-2-pyridyl]amino]-2-oxo-ethyl]-2-(3-methylsulfonylpropyl)pyrazole-3-carboxamide C1(CC1)C([C@@H](C(=O)NC1=NC(=C(C=C1)C=1C(=NNC1CC)C)F)NC(=O)C=1N(N=CC1)CCCS(=O)(=O)C)C1CC1